(S)-1-(4-(6-((5-(4-(tetrahydrofuran-3-carbonyl)piperazin-1-yl)pyridin-3-yl)-amino)pyridin-3-yl)-phenyl)pyrrolidin-2-one O1C[C@H](CC1)C(=O)N1CCN(CC1)C=1C=C(C=NC1)NC1=CC=C(C=N1)C1=CC=C(C=C1)N1C(CCC1)=O